BrC=1N(C=CN1)[C@@]1(C[C@H](N(C1)C(=O)OC(C)(C)C)C(=O)O)C(=O)O (2S,4R)-4-(2-bromoimidazol-1-yl)-1-(t-butoxycarbonyl)pyrrolidine-2,4-dicarboxylic acid